C(C)(C)(C)OC(=O)N1CCC/2(CC1)CC1=C(C=NC(=C1)COC1OCCCC1)\C2=N/[S@](=O)C(C)(C)C rac-(7Z)-7-[(R)-tert-butylsulfinyl]imino-3-(tetrahydropyran-2-yloxymethyl)spiro[5H-cyclopenta[C]pyridine-6,4'-piperidine]-1'-carboxylic acid tert-butyl ester